methyl 2-((2-amino-1-phenylethyl) thio)-benzoate NCC(C1=CC=CC=C1)SC1=C(C(=O)OC)C=CC=C1